C(CC)N(CCC)CC(=O)OC1=C(C=CC=C1)C o-methylphenol N,N-dipropylaminoacetate